4-Methyl-3-(1,3,3,7-tetramethyloctahydrobenzo[c]isoxazol-5-yl)benzonitril CC1=C(C=C(C#N)C=C1)C1CC2C(N(OC2(C)C)C)C(C1)C